FC1=CC(=C(C=C1)C=1C2=C(C(=NC1C=1C=NN(C1)C1CN(C1)CC=C)C=1C=C3CCN(CC3=CC1)C(=O)OC(C)(C)C)C=CS2)OCCOC tert-butyl 6-[7-[4-fluoro-2-(2-methoxyethoxy) phenyl]-6-[1-(1-prop-2-enylazetidin-3-yl) pyrazol-4-yl] thieno[3,2-c]pyridin-4-yl]-3,4-dihydro-1H-isoquinoline-2-carboxylate